8-chloro-7-(1-(1-ethoxyethyl)-1H-pyrazol-4-yl)-N-((R)-1-fluoropropan-2-yl)-[1,2,4]triazolo[1,5-c]pyrimidin-2-amine ClC=1C=2N(C=NC1C=1C=NN(C1)C(C)OCC)N=C(N2)N[C@@H](CF)C